COC=1C=C(CN2N=NC(=C2)C=2C=C(C=CC2)C2=NC3=CC(=C(C=C3C(=N2)N)OCCCN2CCOCC2)OC)C=C(C1)OC (3-(1-(3,5-dimethoxybenzyl)-1H-1,2,3-triazol-4-yl)phenyl)-7-methoxy-6-(3-morpholinopropoxy)quinazolin-4-amine